BrC1=CC=C(C=C1)C1=CC=CC=2C(C3=CC=CC=C3C12)(C1=CC=CC=C1)C1=CC=CC=C1 4-(4-bromophenyl)-9,9-diphenylfluorene